O=C1C=C(N=CN1C[C@@H]1CCN(CC12CCCC2)C(=O)OC(C)(C)C)C2=CC=CC=C2 tert-butyl (R)-10-((6-oxo-4-phenylpyrimidin-1(6H)-yl)methyl)-7-azaspiro[4.5]decane-7-carboxylate